C(C)(=O)N1C2CC(C(C1)C2)CC(=O)NC2=NC=C(C(=C2)C2=C1N(N=C2)CC(C1)(C)C)Cl (2-acetyl-2-azabicyclo[2.2.1]heptan-5-yl)-N-(5-chloro-4-(5,5-dimethyl-5,6-dihydro-4H-pyrrolo[1,2-b]pyrazol-3-yl)pyridin-2-yl)acetamide